CC=1C=C(C=CC1)S(=O)(=O)N1N=C(C=C1)C(=O)NCC=1C=NN(C1)C 1-(3-methylbenzene-1-sulfonyl)-N-[(1-methyl-1H-pyrazol-4-yl)methyl]-1H-pyrazole-3-carboxamide